C1(CC1)C1=C(CN2C(N(C(C=3C2=CN(N3)C3OCCCC3)C)C3CCN(CC3)C=3C(=NC=CC3C)OC)=O)C=CC=C1 4-(2-Cyclopropyl-benzyl)-6-(2'-methoxy-4'-methyl-3,4,5,6-tetrahydro-2H-[1,3']bipyridinyl-4-yl)-7-methyl-2-(tetrahydropyran-2-yl)-2,4,6,7-tetrahydro-pyrazolo[4,3-d]pyrimidin-5-one